BrC1=C(C(=C(C(=C1[2H])[2H])[2H])[2H])[2H] 1-bromobenzene-d5